Tert-Butyl 3-(imidazo[1,5-a]pyridin-1-yl)piperidine-1-carboxylate C=1(N=CN2C1C=CC=C2)C2CN(CCC2)C(=O)OC(C)(C)C